isoeicosanoic acid chloride C(CCCCCCCCCCCCCCCCC(C)C)(=O)Cl